Propionyl-(2,2,2-Trifluoroethoxy)Sulfonamide C(CC)(=O)NS(=O)(=O)OCC(F)(F)F